5-(5-fluoropyridin-2-yl)oxazole FC=1C=CC(=NC1)C1=CN=CO1